C(=CC)[C@H]1C([C@@H]1C(=O)OCC1=C(C(=C(C(=C1Cl)F)CC#C)F)Cl)(C)C 2,6-dichloro-3,5-difluoro-4-propargylbenzyl (1R)-trans-3-(1-propenyl)-2,2-dimethylcyclopropanecarboxylate